5,5-didodecyl-5H-dithieno[3,2-b:2',3'-d]Pyran C(CCCCCCCCCCC)C1(C2=C(C3=C(O1)C=CS3)SC=C2)CCCCCCCCCCCC